5-fluoro-N-(8-fluoro-6-oxo-1,4,5,6-tetrahydro-2H-pyrano[3,4-c]isoquinolin-1-yl)-N-methyl-6-(trifluoromethyl)nicotinamide FC=1C(=NC=C(C(=O)N(C)C2COCC=3NC(C=4C=C(C=CC4C32)F)=O)C1)C(F)(F)F